C(#N)C=1C=NC2=CC(=C(C=C2C1N1CC2(C1)CC(C2)NS(=O)(=O)NC(OC(C)(C)C)=O)OC)OC tert-butyl N-(2-(3-cyano-6,7-dimethoxyquinolin-4-yl)-2-azaspiro[3.3]heptan-6-yl)sulfamoylcarbamate